OC1=CC=CC2=NC3=CC=CC=C3N=C12 hydroxy-phenazine